CC1=C(C=C(C=C1)C=1N=C(NC1)C1=CC=CC=C1)S(=O)(=O)N1CCOCC1 ((2-methyl-5-(2-phenyl-1H-imidazol-4-yl)phenyl)sulfonyl)morpholine